trans-cyclohexane-1,3-dicarboxylic acid [C@H]1(C[C@H](CCC1)C(=O)O)C(=O)O